C1(C2C(CC1)O2)OC2C1C(CC2)O1 bis-(2,3-epoxycyclopentyl) ether